5-[(4-methoxyphenyl)methoxy]-2-({[(3-nitrophenyl)methyl]amino}methyl)phenol COC1=CC=C(C=C1)COC=1C=CC(=C(C1)O)CNCC1=CC(=CC=C1)[N+](=O)[O-]